C(CCCCC)C(C(=O)OCC(COC(C(CCCCCC)CCCCCC)=O)(COC(CCCCCCC)=O)COC(CCCCN(C)C)=O)CCCCCC 2-(((5-(Dimethylamino) pentanoyl)oxy)methyl)-2-((octanoyloxy) methyl)propane-1,3-diyl bis(2-hexyloctanoate)